N12CCCCCC2=NCCC1 1,8-Diazabicyclo-[5.4.0]-undec-7-ene